trans-5-((4-((S)-3-(3-cyano-5-fluorophenyl)isoxazolidine-2-carbonyl)cyclohexyl)methoxy)-2-methylbenzamide C(#N)C=1C=C(C=C(C1)F)[C@H]1N(OCC1)C(=O)[C@@H]1CC[C@H](CC1)COC=1C=CC(=C(C(=O)N)C1)C